(6-chloropyridin-2-yl)((2s,3s)-2-ethyl-4,4-difluoro-3-hydroxy-2-methylpyrrolidin-1-yl)methanone Ethyl-3-(4-bromo-3-methyl-5-(trifluoromethyl)phenyl)-1,2,4-oxadiazole-5-carboxylate C(C)OC(=O)C1=NC(=NO1)C1=CC(=C(C(=C1)C(F)(F)F)Br)C.ClC1=CC=CC(=N1)C(=O)N1[C@@]([C@@H](C(C1)(F)F)O)(C)CC